BrCCCCCCCCCNC=1C=NC(=NC1)C1CCN(CC1)C=1N=C(C2=C(N1)CC[S@]2=O)NC2(CCC2)CO[Si](C)(C)C(C)(C)C (R)-2-(4-(5-((9-Bromononyl)amino)pyrimidin-2-yl)piperidin-1-yl)-4-((1-(((tert-butyldimethylsilyl)oxy)methyl)cyclobutyl)amino)-6,7-dihydrothieno[3,2-d]pyrimidine 5-oxide